3-benzyl-1-(trans-4-((5-cyano-4-(1-methyl-1H-pyrazol-4-yl)pyrimidin-2-yl)amino)cyclohexyl)-1-(5-(1-methyl-1H-pyrazol-4-yl)pyridin-2-yl)urea C(C1=CC=CC=C1)NC(N(C1=NC=C(C=C1)C=1C=NN(C1)C)[C@@H]1CC[C@H](CC1)NC1=NC=C(C(=N1)C=1C=NN(C1)C)C#N)=O